CC(C(=O)O)C(C(C(=O)O)C)C 2,3,4-trimethylglutaric acid